ClC1=C(C=CC=C1)[C@H]1CC[C@H](N1C(=O)C1CCN(CC1)C1=C(C=C(C=C1)NS(=O)(=O)C)C#N)C(=O)O (2S,5R)-5-(2-chlorophenyl)-1-(1-(2-cyano-4-(methylsulfonylamino)phenyl)piperidine-4-carbonyl)pyrrolidine-2-carboxylic acid